palladium(II) bis(triphenylphosphane) dichloride [Cl-].[Cl-].C1(=CC=CC=C1)P(C1=CC=CC=C1)C1=CC=CC=C1.C1(=CC=CC=C1)P(C1=CC=CC=C1)C1=CC=CC=C1.[Pd+2]